3-chloro-4-((5-chloropyrazin-2-yl)thio)aniline sodium [Na].ClC=1C=C(N)C=CC1SC1=NC=C(N=C1)Cl